Bis(p-tolyl)iodonium hexafluorophosphate F[P-](F)(F)(F)(F)F.C1(=CC=C(C=C1)[I+]C1=CC=C(C=C1)C)C